2-[4-(chloromethyl)phenyl]-5-(2,2,2-trifluoroethoxy)pyridine ClCC1=CC=C(C=C1)C1=NC=C(C=C1)OCC(F)(F)F